C(#N)C=1C(=NC=CC1)N1C(=CC=C1)C(=O)N(C1=CC(=C(C=C1)F)C)CC 1-(3-cyanopyridin-2-yl)-N-ethyl-N-(4-fluoro-3-methylphenyl)-1H-pyrrole-2-carboxamide